ClC1=CC=C(C=C1)CC(C(=O)NC=1C=CC=C2C=CC=NC12)C1N(C(N(C1)C(C)(C)C)=O)C(C)(C)C 3-(4-chlorophenyl)-2-(1,3-di-tert-butyl-2-oxoimidazolidin-4-yl)-N-(quinolin-8-yl)propionamide